BrC=1C(=C2C(=NC1C1=CC=CC=C1)CCC2)N 3-bromo-2-phenyl-6,7-dihydro-5H-cyclopenta[b]pyridin-4-amine